4-methoxy-N-[(1s,4s)-4-({2-[methyl(propan-2-yl)amino]-6-(trifluoromethyl)pyrimidin-4-yl}amino)cyclohexyl]benzamide COC1=CC=C(C(=O)NC2CCC(CC2)NC2=NC(=NC(=C2)C(F)(F)F)N(C(C)C)C)C=C1